FC(C1=NN=C2N1C=C(C=C2)CC2CC1(CN(C1)C(=O)N1C[C@@H]3[C@@H](OCC(N3)=O)CC1)C2)(F)F (4aR,8aS)-6-[6-[[3-(trifluoromethyl)-[1,2,4]triazolo[4,3-a]pyridin-6-yl]methyl]-2-azaspiro[3.3]heptane-2-carbonyl]-4,4a,5,7,8,8a-hexahydropyrido[4,3-b][1,4]oxazin-3-one